[5-(benzyloxy)pentanoyl]-D-phenylalaninate C(C1=CC=CC=C1)OCCCCC(=O)N[C@H](CC1=CC=CC=C1)C(=O)[O-]